ClC=1C=C(C=CC1)SC1=C(C#N)C=CN=C1 3-[(3-chlorophenyl)sulfanyl]isonicotinonitrile